benzyl ((2S)-3-hydroxy-4-(methylamino)-4-oxo-1-((S)-2-oxopyrrolidin-3-yl)butan-2-yl)carbamate OC([C@H](C[C@H]1C(NCC1)=O)NC(OCC1=CC=CC=C1)=O)C(=O)NC